BrC=1C=C(C=CC1)C=1C=C2C=CC=CN2C1 2-(3-bromophenyl)indolizine